(1R,5S)-3-(7-chloro-8-fluoro-5-methoxy-2-(methanesulfonyl)pyrido[4,3-d]pyrimidin-4-yl)-8-oxo-3-azabicyclo[3.2.1]octane ClC1=C(C=2N=C(N=C(C2C(=N1)OC)N1C[C@H]2CC[C@@H](C1)C2=O)S(=O)(=O)C)F